C(C)OC(C(C1=C2N(C=N1)C[C@@H](C2)F)N2N=C1C(=C(C=C(C1=C2)C(F)F)C2=CC=C(C=C2)OCCN2CCOCC2)C)=O 2-[4-(difluoromethyl)-7-methyl-6-[4-(2-morpholinoethoxy)phenyl]Indazol-2-yl]-2-[(6R)-6-fluoro-6,7-dihydro-5H-pyrrolo[1,2-c]Imidazol-1-yl]Acetic acid ethyl ester